(2-(diisopropylamino)ethyl) methacrylate C(C(=C)C)(=O)OCCN(C(C)C)C(C)C